(3S,10R,13S)-10,13-dimethyl-17-(4-methyl-1H-imidazol-1-yl)-2,3,4,7,8,9,10,11,12,13,14,15-dodecahydro-1H-cyclopenta[a]phenanthren-3-amine C[C@]12C3CC[C@@]4(C(=CCC4C3CC=C2C[C@H](CC1)N)N1C=NC(=C1)C)C